(2R)-4-[6-[5-(1-methylcyclopropoxy)-1H-indazol-3-yl]pyrimidin-4-yl]-2-(2-piperazin-1-ylethyl)morpholine CC1(CC1)OC=1C=C2C(=NNC2=CC1)C1=CC(=NC=N1)N1C[C@H](OCC1)CCN1CCNCC1